C(C)(C)OC(OCN1C(CCC2=CC=C(C=C12)OCCCCN1CCN(CC1)C1=CC=CC=2SC=CC21)=O)=O Carbonic acid 7-[4-(4-benzo[b]thiophen-4-ylpiperazin-1-yl)butoxy]-2-oxo-3,4-dihydro-2H-quinolin-1-ylmethyl ester isopropyl ester